ClC1=CC(=CC=2C(NC(OC21)=O)=O)S(=O)(=O)N 8-chloro-2,4-dioxo-3,4-dihydro-2H-benzo[e][1,3]oxazine-6-sulfonamide